(4-chloro-2-fluoro-phenyl)-2,3-dimethyl-7-[(2R,6S)-2-methyl-6-[1-(oxetan-3-yl)pyrazol-4-yl]morpholin-4-yl]pyrimido[1,2-b]pyridazin-4-one ClC1=CC(=C(C=C1)C1=CC=2N(N=C1N1C[C@H](O[C@H](C1)C=1C=NN(C1)C1COC1)C)C(C(=C(N2)C)C)=O)F